C1=NC=CC2=C1N(C1=CC=CC=C21)C2=CC=C(C(=C2C2=CC=CC=C2)C#N)C2=CC=CC=C2 6'-(9H-pyrido[3,4-b]indol-9-yl)-[1,1':3',1''-terphenyl]-2'-carbonitrile